CC([C@@H](C(N1[C@@H](CCC1)C(N[C@@H]1CCCC2=CC=CC=C12)=O)=O)NC(=O)C=1NC2=CC=C(C=C2C1)C(F)(F)P(O)(O)=O)(C)C ((2-(((S)-3,3-dimethyl-1-oxo-1-((S)-2-(((R)-1,2,3,4-tetrahydronaphthalen-1-yl)carbamoyl)pyrrolidin-1-yl)butan-2-yl)carbamoyl)-1H-indol-5-yl)difluoromethyl)phosphonic acid